N[C@@H]1[C@H](C[C@@H](OC1)C(=O)N1[C@H](C2=CC=CC=C2CC1)C1=CC=C(C=C1)F)O ((2R,4S,5S)-5-amino-4-hydroxytetrahydro-2H-pyran-2-yl)((S)-1-(4-fluorophenyl)-3,4-dihydroisoquinolin-2(1H)-yl)methanone